5-(3-Chloro-6-cyano-2-fluorophenyl)-2-((S*)-2-cyclopropyl-1-(4-(1-methyl-6-oxo-1,6-dihydropyridazin-4-yl)-1H-pyrazol-1-yl)ethyl)-4-methoxypyridine 1-oxide ClC=1C(=C(C(=CC1)C#N)C=1C(=CC(=[N+](C1)[O-])[C@H](CC1CC1)N1N=CC(=C1)C=1C=NN(C(C1)=O)C)OC)F |o1:16|